FC=1C(=NC=CC1)C1=NOC(=N1)NC1=NC=CC(=C1)C(F)(F)F 3-(3-fluoropyridin-2-yl)-N-(4-(trifluoromethyl)pyridin-2-yl)-1,2,4-oxadiazol-5-amine